(1S)-1-ethyl-N-(1-methylcyclopropyl)-4-[(1-methylpyrazol-4-yl)methyl]-5-oxo-1H,2H-imidazo[1,2-a]quinazoline-7-sulfonamide C(C)[C@H]1CN=C2N1C1=CC=C(C=C1C(N2CC=2C=NN(C2)C)=O)S(=O)(=O)NC2(CC2)C